1-[(3-{4-[(2-ethyl-1H-imidazol-1-yl)methyl]-3-fluorophenyl}-5-(2-methylpropyl)thiophen-2-yl)sulfonyl]-3-(2-methoxyethyl)urea C(C)C=1N(C=CN1)CC1=C(C=C(C=C1)C1=C(SC(=C1)CC(C)C)S(=O)(=O)NC(=O)NCCOC)F